COC(=O)C=1C=CC2=C(N(C(=N2)[C@H](C)N2CCC(CC2)C2=NC(=CC=C2)OCC2=C(C=CC(=C2)Cl)F)C[C@H]2OCC2)C1 2-((S)-1-(4-(6-((5-chloro-2-fluorobenzyl)oxy)pyridin-2-yl)piperidin-1-yl)ethyl)-1-(((S)-oxetan-2-yl)methyl)-1H-benzo[d]imidazole-6-carboxylic acid methyl ester